FC=1C=CC(=NC1C(F)(F)F)[C@@H](NC(=O)N1[C@@H](C(NCC1)=O)C)C1=CC(=CC=C1)OC(F)(F)F (2R)-N-((S)-(5-fluoro-6-(trifluoromethyl)pyridin-2-yl)(3-(trifluoromethoxy)-phenyl)methyl)-2-methyl-3-oxopiperazine-1-carboxamide